7-(tert-butyl)-N-cyclohexyl-7H-benzo[d]pyrido[1',2':1,2]imidazo[4,5-f][1,3]diazepin-6-amine C(C)(C)(C)N1C(=NC2=C(C3=C1N1C(=N3)C=CC=C1)C=CC=C2)NC2CCCCC2